ClC1=C(C=C(C=N1)C1=CC=2C3=C(C=NC2C=C1)N(C(C31CC1)=O)C)C(C)(C)O 8'-(6-Chloro-5-(2-hydroxypropan-2-yl)pyridin-3-yl)-3'-methylspiro[cyclopropane-1,1'-pyrrolo[2,3-c]quinolin]-2'(3'H)-one